C(C=C)C1C(N(CCC1)C)=O 3-allyl-1-methylpiperidin-2-one